ClC1=CC=2C3=C(C(=NC2C(=C1C1=CC=CC2=CC=CC(=C12)Cl)F)SC)N=NN3C3C[C@H](N(CC3)C(=O)OC(C)(C)C)CC#N tert-butyl (2S)-4-(8-chloro-7-(8-chloronaphthalen-1-yl)-6-fluoro-4-(methylthio)-1H-[1,2,3]triazolo[4,5-c]quinolin-1-yl)-2-(cyanomethyl)piperidine-1-carboxylate